dl-ornithine N[C@@H](CCCN)C(=O)O |r|